C(C)OC(C[C@@H](C(=O)N[C@H](C(=O)NCC=1C=C(OCCC2CN(CCC2)C(=O)OC(C)(C)C)C=CC1C)CCC1=CC=CC=C1)NC(CCC1=CC(=CC=C1)F)=O)=O tert-butyl 3-(2-(3-(((S)-2-((S)-4-ethoxy-2-(3-(3-fluorophenyl)propanamido)-4-oxobutanamido)-4-phenylbutanamido)methyl)-4-methylphenoxy)ethyl)piperidine-1-carboxylate